5-[2-(2,4-difluorophenoxy)-5-ethylsulfonylphenyl]-3-fluoro-1-methylpyridin-2-one FC1=C(OC2=C(C=C(C=C2)S(=O)(=O)CC)C=2C=C(C(N(C2)C)=O)F)C=CC(=C1)F